S1C(=CC=C1)[C@H](C)N (S)-1-(thiophene-2-yl)ethylamine